Cl.C(#N)C(C1=CC=CC=C1)NCC(=O)OCC1=CC=CC=C1 benzyl (cyano(phenyl)methyl)glycinate hydrochloride